6-(2-chloro-5-fluorophenyl)-2-[(4-{[2-(dimethylamino)ethyl](methyl)amino}phenyl)amino]-5-ethynyl-8-methylpyrido[2,3-d]pyrimidin-7-one ClC1=C(C=C(C=C1)F)C1=C(C2=C(N=C(N=C2)NC2=CC=C(C=C2)N(C)CCN(C)C)N(C1=O)C)C#C